(3ar,5r,6as)-2-(6-amino-5-(2-chloro-3-fluorophenyl)pyrazin-2-yl)-5-methyl-octahydrocyclopenta[c]pyrrol-5-amine NC1=C(N=CC(=N1)N1C[C@@H]2[C@H](C1)CC(C2)(N)C)C2=C(C(=CC=C2)F)Cl